ClC=1C=CC=2C3CC[C@@]4(C(C[C@H](C4C3CCC2C1)CCC(=O)NC1=NC=C(C(=O)N(C)C)C=C1)=O)C 6-(3-((13S,15R)-3-chloro-13-methyl-17-oxo-7,8,9,11,12,13,14,15,16,17-decahydro-6H-cyclopenta[a]phenanthren-15-yl)propanamido)-N,N-dimethylnicotinamide